Benzyl ((1R,2S,4R)-4-amino-2-hydroxycyclohexyl)carbamate, hydrochloride Cl.N[C@H]1C[C@@H]([C@@H](CC1)NC(OCC1=CC=CC=C1)=O)O